N-hydroxyl-2,2-dimethylpropionamide ONC(C(C)(C)C)=O